BrC=1C=C(C=C2C(C(=C(OC12)C=1C=NC=CC1)C)=O)C 8-Bromo-3,6-dimethyl-2-(3-pyridyl)chromen-4-one